2-chloro-4-methylsulfanyl-pyrimidine ClC1=NC=CC(=N1)SC